COC1=NC=2CCN(CC2C=C1NC1=NC2=C(C=CC=C2C=N1)C=1C=NN(C1)C)C N-(2-Methoxy-6-methyl-5,6,7,8-tetrahydro-1,6-naphthyridin-3-yl)-8-(1-methyl-1H-pyrazole-4-yl)quinazolin-2-amine